ClC=1C=CC(=C(C1)NC=1C(=NC=CC1)C)[N+](=O)[O-] N-(5-chloro-2-nitrophenyl)-2-methylpyridin-3-amine